tert-butyl 4-(4-(6-amino-2-fluoro-5-(1-oxo-1,2,3,4-tetrahydroisoquinolin-6-yl)pyridin-3-yl)-2-fluorophenoxy)piperidine-1-carboxylate NC1=C(C=C(C(=N1)F)C1=CC(=C(OC2CCN(CC2)C(=O)OC(C)(C)C)C=C1)F)C=1C=C2CCNC(C2=CC1)=O